FC=1C=C(C=C(C1)F)N1N=C(C=2C(C(CCC12)(F)F)O)C(F)(F)F (3,5-difluorophenyl)-5,5-difluoro-3-(trifluoromethyl)-4,5,6,7-tetrahydro-1H-indazol-4-ol